C1(CC1)C(=O)N cyclopropanecarbamide